(3,4-dimethoxy)-2-(2-methoxyphenoxy)propan-1-ol tert-butyl-2,6-trans-dimethyl-4-oxopiperidine-1-carboxylate C(C)(C)(C)[C@]1(N([C@@H](CC(C1)=O)C)C(=O)OCC(COC)OC1=C(C=C(C=C1)OC)OC)C